FC1=C2C(=NN(C2=CC=C1)C1=CC(N(C=C1)CC1=NC(=NC=C1)OCCOC)=O)C1=CC=C(C=C1)C(F)(F)F 4-(4-fluoro-3-(4-(trifluoromethyl)phenyl)-1H-indazol-1-yl)-1-((2-(2-methoxyethoxy)pyrimidin-4-yl)methyl)pyridin-2(1H)-one